tert-butyl 3-((2-bromo-6-chloro-4-methylbenzyl)amino)-8-azabicyclo[3.2.1]octane-8-carboxylate BrC1=C(CNC2CC3CCC(C2)N3C(=O)OC(C)(C)C)C(=CC(=C1)C)Cl